ICC1=CC=C(C(=O)NCC#C)C=C1 4-(iodomethyl)-N-(prop-2-yn-1-yl)benzamide